((2S,3R,4R)-4-(4-(tert-butyl)benzyl)-2-(3,4-dimethoxyphenyl)tetrahydrofuran-3-yl)methyl-2-methylbut-2-enoate C(C)(C)(C)C1=CC=C(C[C@@H]2[C@@H]([C@H](OC2)C2=CC(=C(C=C2)OC)OC)COC(C(=CC)C)=O)C=C1